[2-(aminomethyl)-3,3-difluoro-allyl]-4-[[5-[3-(1H-1,2,4-triazol-3-yl)phenyl]-2-thienyl]methyl]-1,2,4-triazol-3-one trifluoroacetate salt FC(C(=O)O)(F)F.NCC(CC=1N(C(NN1)=O)CC=1SC(=CC1)C1=CC(=CC=C1)C1=NNC=N1)=C(F)F